5-aminopyridin-2(1H)-one NC=1C=CC(NC1)=O